C(C)(C)(C)OC(=O)N1CCN(CC1)CC1CCN(CC1)C=1C=NN(C1)C1(CCC1)C(NC1=C(C=C(C=C1)C(F)(F)F)Cl)=O 4-((1-(1-(1-((2-chloro-4-(trifluoromethyl)phenyl)carbamoyl)cyclobutyl)-1H-pyrazol-4-yl)piperidin-4-yl)methyl)piperazine-1-carboxylic acid tert-butyl ester